2-allylsulfanyl-1-(thiazol-2-yl)ethan-1-one C(C=C)SCC(=O)C=1SC=CN1